ClC1=C(C(=CC=C1)Cl)C1=CC2=C(N=C(N=C2)NC=2C=C(C(=NC2)OCCN2CCS(CC2)(=O)=O)CNC(=O)NC)N(C1=O)C 1-((5-((6-(2,6-dichlorophenyl)-8-methyl-7-oxo-7,8-dihydropyrido[2,3-d]pyrimidin-2-yl)amino)-2-(2-(1,1-dioxidothiomorpholino)ethoxy)pyridin-3-yl)methyl)-3-methylurea